4-(6-(6-(4,4-dimethylcyclohexane-1-carbonyl)-3,6-diazabicyclo[3.1.1]heptan-3-yl)pyridin-3-yl)-6-(2-hydroxy-2-methylpropoxy)pyrazolo[1,5-a]pyridine-3-carbonitrile CC1(CCC(CC1)C(=O)N1C2CN(CC1C2)C2=CC=C(C=N2)C=2C=1N(C=C(C2)OCC(C)(C)O)N=CC1C#N)C